1-(1-(cis-4-isopropylcyclohexyl)piperidin-4-yl)-1H-indole-3-carboxamide C(C)(C)[C@H]1CC[C@H](CC1)N1CCC(CC1)N1C=C(C2=CC=CC=C12)C(=O)N